CC(C[C@H](NC(CN1N=C(C=C1C1=CC=CC=C1)C1=C(C=CC=C1)OS(=O)(=O)C=1SC=CC1)=O)B(O)O)C (R)-(3-Methyl-1-(2-(5-phenyl-3-(2-((thiophen-2-ylsulfonyl)oxy)phenyl)-1H-pyrazole-1-yl)acetamido)butyl)boronic acid